(2S,4R)-1-[(2S)-2-(4-cyclopropyltriazol-1-yl)-3,3-dimethyl-butanoyl]-N-[[5-(dimethylamino)pyrazin-2-yl]methyl]-4-hydroxy-pyrrolidine-2-carboxamide C1(CC1)C=1N=NN(C1)[C@H](C(=O)N1[C@@H](C[C@H](C1)O)C(=O)NCC1=NC=C(N=C1)N(C)C)C(C)(C)C